C(C)(C)(C)OC(=O)C1=CC=NC2=CC=C(C=C12)N1[C@H]([C@@H](OCC1)C)COC 6-((2S,3S)-3-(methoxymethyl)-2-methylmorpholino)-quinoline-4-carboxylic acid tert-butyl ester